1-phenyl-2-tetrazoline C1(=CC=CC=C1)N1N=NNC1